C(C1=CC=CC=C1)OC(NC(C)C1=CC(=NC2=CC=CC=C12)Cl)=O benzyl-(1-(2-chloroquinolin-4-yl)ethyl)carbamate